butyl di-(3-octyl) phosphate P(=O)(OCCCC)(OC(CC)CCCCC)OC(CC)CCCCC